2-oxabicyclo[4.1.0]heptane-7-carboxylic acid C12OCCCC2C1C(=O)O